2-((1-(3-((1-Acetylazetidin-3-yl)methyl)-2-(isoindolin-2-yl)-6-methyl-4-oxo-3,4-dihydroquinazolin-8-yl)ethyl)amino)benzoic acid C(C)(=O)N1CC(C1)CN1C(=NC2=C(C=C(C=C2C1=O)C)C(C)NC1=C(C(=O)O)C=CC=C1)N1CC2=CC=CC=C2C1